C(C=C)(=O)O.C(C=C)(=O)O.C=CC1=CC=CC=C1 (Styrene) Acrylate (Acrylate)